Cl.N[C@@H]1CN(CCC1)C1=C(C=NC(=C1)NC1=NC(=NC=C1)C1=C(C=CC=C1OC)F)C=1C=NC(=CC1)NC(=O)NCC (S)-1-(4'-(3-aminopiperidin-1-yl)-6'-((2-(2-fluoro-6-methoxyphenyl)pyrimidin-4-yl)amino)-[3,3'-bipyridin]-6-yl)-3-ethylurea hydrochloride